C(C)\N=C\C1=C(OCC(=O)NC2=NNC(=C2)[C@@H]2C[C@@H](CC2)N(C(O)=O)C(C)C)C=C(C=C1O)OC.C(C1=CC=CC=C1)(=O)C=1C=C(C=CC1)[C@@H](C)NS(=O)(=O)C1=CC=CC=C1 N-[(1R)-1-(3-benzoylphenyl)ethyl]benzenesulfonamide (1R,3S)-3-(3-(2-(2-((E)-(ethylimino)methyl)-3-hydroxy-5-methoxyphenoxy)acetamido)-1H-pyrazol-5-yl)cyclopentyl-isopropylcarbamate